COC=1C=CC2=C(C3C(O2)OC(=C3S(=O)(=O)C3=CC=C(C)C=C3)C3=CC=CC=C3)C1 5-methoxy-2-phenyl-3-(p-toluenesulfonyl)-3a,8a-dihydrofuro[2,3-b]benzofuran